Natrium magnesium silicat [Si]([O-])([O-])([O-])O.[Mg+2].[Na+]